OC1=C(C=C(C=C1C(C)(C)C)CCCOC(C(=C)C)=O)N1N=C2C(=N1)C=CC(=C2)Cl 2-[2-Hydroxy-5-[3-(methacryloyloxy)-propyl]-3-tert-butylphenyl]-5-chloro-2H-benzotriazole